OC(CN(C(O[C@@H]1CC[C@H](CC1)C(N(C[C@@H]1CC[C@H](CC1)C1=NC(=C(C=C1)OC)C)C1=NC=CC(=C1)C=1N=C(OC1)C1CC1)=O)=O)C)C(C)C trans-4-((4-(2-Cyclopropyloxazol-4-yl)pyridin-2-yl)((trans-4-(5-methoxy-6-methylpyridin-2-yl)cyclohexyl)methyl)carbamoyl)cyclohexyl (2-hydroxy-3-methylbutyl)(methyl)carbamate